2-methyl-6-(4-nitrophenoxy)-1-(p-tolyl)-1,2,3,4-tetrahydroisoquinolin-6-ol CN1C(C=2C=CC(CC2CC1)(O)OC1=CC=C(C=C1)[N+](=O)[O-])C1=CC=C(C=C1)C